ClC1=C(C(=O)NCC(=O)N[C@@H](CC(C)C)B2OC(C[C@](O2)(C(NC)=O)CC(=O)O)=O)C=C(C=C1)Cl 2-((S)-2-((R)-1-(2-(2,5-dichlorobenzamido)acetamido)-3-methylbutyl)-4-(methylcarbamoyl)-6-oxo-1,3,2-dioxaborinan-4-yl)acetic acid